3-(4-(((1R,3S)-3-(aminomethyl)cyclopentyl)(pentyl)amino)-1-oxoisoindolin-2-yl)piperidine-2,6-dione NC[C@@H]1C[C@@H](CC1)N(C1=C2CN(C(C2=CC=C1)=O)C1C(NC(CC1)=O)=O)CCCCC